NC=1C=C(C=CC1)N1N=C(C2=CC=CC=C12)NC1=CC=C(C=C1)C=1C=NN(C1)C1OCCCC1 1-(3-aminophenyl)-N-[4-(1-tetrahydropyran-2-ylpyrazol-4-yl)phenyl]indazol-3-amine